NC(C(C)O)O (±)-amino-1,2-propanediol